C(C)(CCCCC)O secheptanol